FC1=CC(=C(C=C1C)NC=1OC=C(N1)C(=O)NS(=O)(=O)N1CCO[C@@H](CC1)COC)C (S)-2-((4-fluoro-2,5-dimethylphenyl)amino)-N-((7-(methoxymethyl)-1,4-oxazepan-4-yl)sulfonyl)oxazole-4-carboxamide